ClC=1C(=NC(=NC1)N[C@@H]1CN(C(CC1)=O)C)C1=CC=C2CN(C(C2=C1)=O)[C@@H](C(=O)N[C@H](CO)C1=CC(=CC(=C1)OC)F)C (2R)-2-[6-(5-chloro-2-{[(3S)-1-methyl-6-oxopiperidin-3-yl]amino}pyrimidin-4-yl)-1-oxo-2,3-dihydro-1H-isoindol-2-yl]-N-[(1S)-1-(3-fluoro-5-methoxyphenyl)-2-hydroxyethyl]propanamide